ClC=1C=C2C(=NC=NC2=C(C1C1=C(C=CC=C1F)CN(C)C)F)N1CCN(CC1)C(C=C)=O 1-(4-(6-chloro-7-(2-((dimethyl-amino)methyl)-6-fluorophenyl)-8-fluoro-quinazolin-4-yl)piperazin-1-yl)prop-2-en-1-one